C(=O)O.Cl.F[C@@H]1C[C@@]2(CCCN2C1)COC1=NC2=CC=CC(=C2C=N1)OC (((2R,7aS)-2-fluorotetrahydro-1H-pyrrolizin-7a(5H)-yl)methoxy)-5-methoxyquinazoline hydrochloride formate